[N+](=O)([O-])C1=CC=C(C=N1)N1C[C@H](CC1)N (3S)-1-(6-nitro-3-pyridyl)pyrrolidin-3-amine